BrC1=CN(C=2N=CN=C(C21)Cl)[C@@H]2C[C@@H]([C@@H]1[C@H]2OC(O1)(C)C)C(CO)O 1-[(3aR,4R,6R,6aS)-6-{5-bromo-4-chloro-7H-pyrrolo[2,3-d]pyrimidin-7-yl}-2,2-dimethyl-hexahydrocyclopenta[d][1,3]dioxol-4-yl]ethane-1,2-diol